(2R)-2-[(3S)-3,4-dimethylpiperazin-1-yl]-N-(3-{2-[(3-methoxy-1-methyl-1H-pyrazol-4-yl)amino]pyrimidin-4-yl}-1H-indol-7-yl)propanamide C[C@H]1CN(CCN1C)[C@@H](C(=O)NC=1C=CC=C2C(=CNC12)C1=NC(=NC=C1)NC=1C(=NN(C1)C)OC)C